(±)-ethyl 2-[4-(3-cyanotetrahydrofuran-3-yl)phenyl]-2-cyclobutyl-acetate C(#N)C1(COCC1)C1=CC=C(C=C1)C(C(=O)OCC)C1CCC1